(S)-2-Amino-2-((S)-8,8-difluorospiro[2.5]octan-5-yl)acetonitrile N[C@H](C#N)[C@@H]1CC2(CC2)C(CC1)(F)F